Cl.C(CCC)C1=NC2(C(N1C(C1=CC(=C(C=C1)C=1C(=CC=CC1)S(=O)(=O)NC1=NOC(=C1Cl)C)COCC)([2H])[2H])=O)CCCC2 4'-((2-butyl-4-oxo-1,3-diazaspiro[4.4]non-1-en-3-yl)methyl-d2)-N-(4-chloro-5-methylisoxazol-3-yl)-2'-(ethoxymethyl)-[1,1'-biphenyl]-2-sulfonamide hydrochloride